C1(=CC=CC=C1)OC(C(O)C)=O.C(C)(=O)OC1=CC=CC=C1 phenyl acetate phenyl-lactate